(S)-7-((5-(2-((dimethylamino)-methyl)morpholino)pyridin-2-yl)amino)-4-(8-fluoro-7-methylimidazo[1,2-a]pyridin-3-yl)isoindolin-1-one CN(C)C[C@@H]1OCCN(C1)C=1C=CC(=NC1)NC=1C=CC(=C2CNC(C12)=O)C1=CN=C2N1C=CC(=C2F)C